OC[C@@H](NC(=O)C1=CC2=CC=CC(=C2C=C1)OC1=CC=C(C=C1)C(F)(F)F)C1CN(C1)C(=O)OC(C)(C)C tert-Butyl 3-[(1S)-2-hydroxy-1-[[5-[4-(trifluoromethyl)phenoxy]naphthalene-2-carbonyl]amino]ethyl]azetidine-1-carboxylate